NC1=NC=NC=2N(C3=C(C=C(C=C3C21)O)C)CC(=O)N2[C@@H]1C[C@@]1(C[C@H]2C(=O)NC2=NC(=CC=C2)Br)C (1R,3S,5R)-2-(2-(4-amino-6-hydroxy-8-methyl-9H-pyrimido[4,5-b]indol-9-yl)acetyl)-N-(6-bromopyridin-2-yl)-5-methyl-2-azabicyclo[3.1.0]hexane-3-carboxamide